COC1=CC=C(C=C1)S(=O)[O-].[Na+] sodium p-methoxyphenyl-sulfinate